C(N)(=O)CCC(=O)N1C(CCC1)C(=O)NC(C1=CC=C(C=C1)C(C)C)C1=CC=CC=C1 1-(3-carbamoyl-propionyl)-N-{phenyl-[4-(propan-2-yl)phenyl]methyl}pyrrolidine-2-carboxamide